O.Cl.Cl.ClC1=CC=C(C[C@H]2CO[C@H](CN2C2CCNCC2)C)C=C1 (2s,5s)-5-(4-chlorobenzyl)-2-methyl-4-(piperidin-4-yl)morpholine dihydrochloride hydrate